(1-Methylcarbamoyl-3-methylsulfanyl-propyl)-carbamic acid tert-butyl ester C(C)(C)(C)OC(NC(CCSC)C(NC)=O)=O